dimethyl-3H-indolium isobutyl-triphenyl-borate C(C(C)C)[B-](C1=CC=CC=C1)(C1=CC=CC=C1)C1=CC=CC=C1.CC1(C=[NH+]C2=CC=CC=C12)C